FC1=C(OC2=NC(=NN2C(C)C)NC2[C@H]3CN(C[C@@H]2CC3)C(=O)OC(C)(C)C)C=CC=C1C(F)(F)F tert-butyl (1R,5S,8s)-8-({5-[2-fluoro-3-(trifluoromethyl)phenoxy]-1-(propan-2-yl)-1H-1,2,4-triazol-3-yl}amino)-3-azabicyclo[3.2.1]octane-3-carboxylate